(E)-3-(3,4-dimethoxyphenyl)-N-(4-methoxyphenethyl)acrylamide COC=1C=C(C=CC1OC)/C=C/C(=O)NCCC1=CC=C(C=C1)OC